COC=1C=C(C=CC1OC)C1=CC=NC=2N1N=C(C2)C(=O)NC2CCC(CC2)C(=O)N2CCNCC2 7-(3,4-dimethoxyphenyl)-N-((1S,4S)-4-(piperazine-1-carbonyl)cyclohexyl)pyrazolo[1,5-a]pyrimidine-2-carboxamide